CO[Si](C1=CC=C(C=C1)C1C(=O)OC(C1)=O)(OC)OC p-(trimethoxysilyl)phenyl-succinic anhydride